2-((2-aminophenyl)amino)-5-methylbenzoic acid ethyl ester C(C)OC(C1=C(C=CC(=C1)C)NC1=C(C=CC=C1)N)=O